4-(benzyloxy)-6-bromo-N-(2-(trifluoromethyl)pyridin-4-yl)pyridinecarboxamide C(C1=CC=CC=C1)OC1=CC(=NC(=C1)Br)C(=O)NC1=CC(=NC=C1)C(F)(F)F